Tri-n-butylzirconium chloride [Cl-].C(CCC)[Zr+](CCCC)CCCC